BrC1=CC(=CN1S(=O)(=O)C1=CC(=CC=C1)OCCF)CNC 1-(5-bromo-1-((3-(2-fluoroethoxy)phenyl)sulfonyl)-1H-pyrrol-3-yl)-N-methylmethylamine